N-(3-((2-(methylsulfonamido)naphthalen-1-yl)methyl)naphthalen-2-yl)methanesulfonamide CS(=O)(=O)NC1=C(C2=CC=CC=C2C=C1)CC=1C(=CC2=CC=CC=C2C1)NS(=O)(=O)C